(S)-2-((2-Methoxyphenyl)(1H-pyrrol-2-yl)(4-(trifluoromethyl)phenyl)methyl)-3-phenyl-1H-indole COC1=C(C=CC=C1)[C@@](C=1NC2=CC=CC=C2C1C1=CC=CC=C1)(C1=CC=C(C=C1)C(F)(F)F)C=1NC=CC1